C(C)C1=C(C=C(C(=C1)O)F)C1=CC=C2C(=NNC2=C1)C1=NC2=C(N1)CN(C2)C2=C(N=NC=C2)C(=O)C=2N=NC=CC2N2CC=1NC(=NC1C2)C2=NNC1=CC(=CC=C21)C2=C(C=C(C(=C2)F)O)CC (2-(6-(2-ethyl-5-fluoro-4-hydroxyphenyl)-1H-indazol-3-yl)-pyrrolo[3,4-d]imidazol-5(1H,4H,6H)-yl)(pyridazin-3-yl)ketone